tert-butyl (S)-2-((aminooxy)methyl)-4,4-difluoropyrrolidine-1-carboxylate NOC[C@H]1N(CC(C1)(F)F)C(=O)OC(C)(C)C